C(C1=CC=CC=C1)OC1=NC(=CC=C1N1C(N(C2=C1C=CC(=C2)C=2C(CN(CC2)C(=O)OC(C)(C)C)(F)F)C)=O)OCC2=CC=CC=C2 tert-butyl 4-[1-(2,6-dibenzyl oxy-3-pyridyl)-3-methyl-2-oxo-benzimidazol-5-yl]-3,3-difluoro-2,6-dihydropyridine-1-carboxylate